tert-butyl 3-(2,2,2-trifluoro-N-methylacetamido)pyrrolidine-1-carboxylate FC(C(=O)N(C)C1CN(CC1)C(=O)OC(C)(C)C)(F)F